3-methacrylamidopropyl-trimethyl-ammonium chloride [Cl-].C(C(=C)C)(=O)NCCC[N+](C)(C)C